COC=1C=C(C=C(C1OC)OC)C1=CC=NC=2N1N=C(C2)C(=O)NC2=CC=C(C(=O)OC)C=C2 methyl 4-(7-(3,4,5-trimethoxyphenyl)pyrazolo[1,5-a]pyrimidine-2-carboxamido)benzoate